[Ca].OO hydrogen peroxide, calcium salt